N-(5-(benzylthio)quinolin-7-yl)-2-(2-chlorophenyl)acetamide C(C1=CC=CC=C1)SC1=C2C=CC=NC2=CC(=C1)NC(CC1=C(C=CC=C1)Cl)=O